C1(C(CCCC1)(C(=O)[O-])C(=O)[O-])(C(=O)OC(C(CC(C(C)CC)CC)CC)CC)C(=O)[O-] 1,2,4,5-tetra-2-ethylhexyl cyclohexanetetracarboxylate